2-chloro-N-((6-methoxypyridin-3-yl)methyl)-6-((2-methylallyl)oxy)benzamide ClC1=C(C(=O)NCC=2C=NC(=CC2)OC)C(=CC=C1)OCC(=C)C